C1(=CC=CC=C1)C=1N=CC(=NC1C1=CC=CC=C1)N(CCCCOCC(=O)NS(=O)(=O)C)C(C)C 2-(4-((5,6-diphenylpyrazin-2-yl)(isopropyl)amino)butoxy)-N-(methylsulfonyl)acetamide